FC=C(C(F)(F)F)C(F)(F)F 1,3,3,3-tetrafluoro-2-(trifluoromethyl)-1-propene